C(C)OC(=O)C=1NC2=CC(=CC(=C2C1)NC1=CC(=C(C=C1)F)OCC1=CC=CC=C1)NC(C)=O 4-((3-benzyloxy-4-fluorophenyl)amino)-6-acetylamino-1H-indole-2-carboxylic acid ethyl ester